COC=1C(=C(C=CC1)NC1=NC=CC(=N1)N)C N2-(3-methoxy-2-methylphenyl)-2,4-pyrimidinediamine